C1(CC1)N(C1=C(C(=NC=N1)NCC1C(CN(CC1)CC(=O)N)O)F)CC1=C(C=C(C=C1)C(F)(F)F)OC 2-(4-(((6-(cyclopropyl(2-methoxy-4-(trifluoromethyl)benzyl)amino)-5-fluoropyrimidin-4-yl)amino)methyl)-3-hydroxypiperidin-1-yl)acetamide